FC(C(=O)O)(F)F.CNCCOCCOCCOCCOCCO 5,8,11,14-tetraoxa-2-azahexadecan-16-ol trifluoroacetate